ClC1=C(C=C(C=C1Cl)C)N1[C@@H](CN(CC1)CC[C@@H]1CC[C@H](CC1)N)C trans-4-(2-((R)-4-(2,3-dichloro-5-methylphenyl)-3-methylpiperazin-1-yl)ethyl)cyclohexane-1-amine